OB1OCC2=C1C(=C(C=C2)C(=O)N[C@@H](C(C)C)C(=O)OCC2=CC=CC=C2)C benzyl (1-hydroxy-7-methyl-1,3-dihydrobenzo[c][1,2]oxaborole-6-carbonyl)-L-valinate